(2-fluoro-4-(trifluoromethyl)phenyl)-4-(4-(2-(3-(fluoromethyl)azetidin-1-yl)ethoxy)benzoyl)quinoline-7-carboxylic acid FC1=C(C=CC(=C1)C(F)(F)F)C1=NC2=CC(=CC=C2C(=C1)C(C1=CC=C(C=C1)OCCN1CC(C1)CF)=O)C(=O)O